ClC1=CC(=C2C=NNC2=C1)C1(C[C@H]2C([C@H]2C1)NC(OC(C)C)=O)O isopropyl ((1R,3r,5S,6r)-3-(6-chloro-1H-indazol-4-yl)-3-hydroxybicyclo[3.1.0]hexan-6-yl)carbamate